C(C)(C)(C)OC1=CC=C(O[C@@H]2[C@@H](CN(CC2)C2=CC(N(C=3C=CC(=NC23)C#N)C)=O)C)C=C1 8-((3R,4S)-4-(4-(tert-Butoxy)phenoxy)-3-methylpiperidin-1-yl)-5-methyl-6-oxo-5,6-dihydro-1,5-naphthyridine-2-carbonitrile